ClC1=NC(=C2N=CN(C2=N1)COCC[Si](C)(C)C)NC1=C2CN(C(C2=CC=C1)=O)C1C(NC(CC1)=O)=O 3-(4-((2-chloro-9-((2-(trimethylsilyl)ethoxy)methyl)-9H-purin-6-yl)amino)-1-oxoisoindolin-2-yl)piperidine-2,6-dione